1-tert-butoxycarbonyl-4,4-difluoropiperidine-2-carboxylic acid C(C)(C)(C)OC(=O)N1C(CC(CC1)(F)F)C(=O)O